1-(3-(((2R,3S,4R,5R)-5-(4-amino-7H-pyrrolo[2,3-d]pyrimidin-7-yl)-3,4-dihydroxy-3-methyltetrahydrofuran-2-yl)methoxy)phenyl)urea hydrochloride Cl.NC=1C2=C(N=CN1)N(C=C2)[C@H]2[C@@H]([C@]([C@H](O2)COC=2C=C(C=CC2)NC(=O)N)(C)O)O